ClC=1C=C2C=NC(=NC2=CC1N1CCN(CC1)CC(C)(O)C)NC=1C=NN(C1Cl)C1CC1 1-(4-{6-chloro-2-[(5-chloro-1-cyclopropyl-1H-pyrazol-4-yl)amino]quinazolin-7-yl}piperazin-1-yl)-2-methylpropan-2-ol